(S)-2-(8-(1-(piperidin-4-ylmethyl)piperidin-4-yl)-6,6a,7,8,9,10-hexahydro-5H-pyrazino[1',2':4,5]pyrazino[2,3-c]pyridazin-2-yl)phenol N1CCC(CC1)CN1CCC(CC1)N1C[C@H]2N(C=3C(=NN=C(C3)C3=C(C=CC=C3)O)NC2)CC1